C(C1=CC=CC=C1)OC1=CC(=NC(=C1C1=CC(=C(C=C1)OC)O)C1=CC(=C(C=C1)C#N)F)N1CCC(CC1)NC([O-])=O (1-(4-(benzyloxy)-6-(4-cyano-3-fluorophenyl)-5-(3-hydroxy-4-methoxyphenyl)pyridin-2-yl)piperidin-4-yl)carbamate